O1CC(C1)NC(=O)C1=CN(CN1CCCCC)C(C)(C)C N-(3-Oxetanyl)-3-tert-butyl-1-N-pentyl-1H-imidazole-5-carboxamide